CC1=NC(=NC=C1)[C@@H]1[C@H](C1)C=1C=NC2=CC=CC=C2C1 |o1:7,8| 3-((1S*,2S*)-2-(4-methylpyrimidin-2-yl)cyclopropyl)quinolin